OC(CC1=NNC(O1)=O)CNC1=CC=C(C=C1)OC 5-[2-hydroxy-3-(4-methoxyphenylamino)propyl]-1,3,4-oxadiazol-2(3H)-one